N(=[N+]=[N-])[C@@H]1CC[C@H](OC1O)[C@H](COCC1=CC=CC=C1)N(C(OCC1=CC=CC=C1)=O)CC1=CC=CC=C1 benzyl N-[(1S)-1-[(2S,5R)-5-azido-6-hydroxy-tetrahydropyran-2-yl]-2-benzyloxy-ethyl]-N-benzyl-carbamate